C(C1=CC=CC=C1)(C1=CC=CC=C1)=N[C@]1([C@@H](C1)C)C#N trans-1-(benzhydrylideneamino)-2-methyl-cyclopropanecarbonitrile